C(C)S(=O)(C)=NC1=CC=NN1C=1C(=NC=CN1)C(C)NC(C1=CC(=CC(=C1)C(F)(F)F)C(F)(F)F)=O N-(1-(3-(5-((ethyl(methyl)(oxo)-λ6-sulfaneylidene)amino)-1H-pyrazol-1-yl)pyrazin-2-yl)ethyl)-3,5-bis(trifluoromethyl)benzamide